4-[2-(3,5-dimethoxyphenoxy)ethyl-[4-(5,6,7,8-tetrahydro-1,8-naphthyridin-2-yl)butyl]amino]-2-(3-ethylpentanoylamino)butanoic acid COC=1C=C(OCCN(CCC(C(=O)O)NC(CC(CC)CC)=O)CCCCC2=NC=3NCCCC3C=C2)C=C(C1)OC